3,5-dimethoxy-N,N-dimethyl-4-((1E,3E,5E)-6-(quinoxalin-2-yl)hexa-1,3,5-trien-1-yl)aniline COC=1C=C(N(C)C)C=C(C1\C=C\C=C\C=C\C1=NC2=CC=CC=C2N=C1)OC